C(CCCCCCCCC)C(CCCO)(CCCCCCCCCC)O 4-Decyltetradecane-1,4-Diol